(S,E)-3-(4-ethyl-8-fluoro-4-hydroxy-9-methyl-3,14-dioxo-3,4,12,14-tetrahydro-1H-pyrano[3',4':6,7]indolizino[1,2-b]quinolin-11-yl)acrylaldehyde C(C)[C@]1(C(OCC=2C(N3CC=4C(=NC=5C=C(C(=CC5C4/C=C/C=O)C)F)C3=CC21)=O)=O)O